(E)-3-(2-(4-(2-cyclopropylacetamido)piperidin-1-yl)phenyl)-N-hydroxyacrylamide C1(CC1)CC(=O)NC1CCN(CC1)C1=C(C=CC=C1)/C=C/C(=O)NO